2-aminophenol sulfate S(=O)(=O)(O)OC1=C(C=CC=C1)N